C(C)(C)(C)OC(=O)N1CCC(CC1)C1=NC(=CC=C1)OCC=1SC(=CC1Cl)C(C)=O 4-(6-((5-acetyl-3-chlorothiophene-2-yl)methoxy)pyridin-2-yl)piperidine-1-carboxylic acid tert-butyl ester